2,4,6-tri(thiophen-2-yl)-1,3,5-triazine S1C(=CC=C1)C1=NC(=NC(=N1)C=1SC=CC1)C=1SC=CC1